C(C)C(CP(OC(CCCCCC)C)=O)CCCC.[Nd] neodymium (1-methylheptyl) (2-ethylhexyl)phosphinate